2-(4-((3-(4-fluorophenyl)-2-oxoimidazolin-1-yl)methyl)-2,6-dimethylphenoxy)-2-methylpropanoic acid FC1=CC=C(C=C1)N1C(N(CC1)CC1=CC(=C(OC(C(=O)O)(C)C)C(=C1)C)C)=O